C(CCCCCNC(OCCCCOC=C)=O)NC(OCCCCOC=C)=O bis[4-(vinyloxy) butyl] 1,6-hexanediylbisCarbamate